ClC1=C(C(=CC=C1)F)COC=1C=CC2=C(C(=C(O2)C)C2=NC(=NO2)C)C1 5-{5-[(2-chloro-6-fluorophenyl)methoxy]-2-methyl-1-benzofuran-3-yl}-3-methyl-1,2,4-oxadiazole